N1(CCCCC1)CC=O 2-(piperidin-1-yl)ethan-1-one